4-chloro-1-[5-(trifluoromethyl)-1H-indol-3-yl]butan-1-one ClCCCC(=O)C1=CNC2=CC=C(C=C12)C(F)(F)F